Methyl 6-((2,2-dimethyl-4-oxo-3,8,11-trioxa-5-azatridecan-13-yl)oxy)quinoline-4-carboxylate CC(C)(OC(NCCOCCOCCOC=1C=C2C(=CC=NC2=CC1)C(=O)OC)=O)C